C1=CC=C(C=C1)C(C2=CC=CC=C2)(C3=CC=CC=C3Cl)Cl Chlorotrityl Chloride